N-[(1R,3S)-3-{[6-chloro-2-(trifluoromethyl)quinolin-4-yl]amino}cyclohexyl]-5-(difluoromethyl)-1H-pyrazole-4-carboxamide ClC=1C=C2C(=CC(=NC2=CC1)C(F)(F)F)N[C@@H]1C[C@@H](CCC1)NC(=O)C=1C=NNC1C(F)F